FC=1C=CC=C2C(=CC(=NC12)C)C1=NC=2[C@]3([C@H](CCC2C(=N1)C1=C(C=CC=C1)F)[C@H](C(C(=C3)C#N)=O)C)C (6aR,7R,10aS)-2-(8-fluoro-2-methylquinolin-4-yl)-4-(2-fluorophenyl)-7,10a-dimethyl-8-oxo-5,6,6a,7,8,10a-hexahydrobenzo[h]quinazoline-9-carbonitrile